N-((2S,3S,4R)-3,4-dihydroxy-1-(((2S,3R,4S,5R,6R)-3,4,5-trihydroxy-6-(hydroxymethyl)tetrahydro-2H-pyran-2-yl)oxy)octadecan-2-yl)-11-(1,1-dioxidotetrahydro-2H-thiopyran-4-yl)undecanamide O[C@@H]([C@H](CO[C@H]1O[C@@H]([C@@H]([C@@H]([C@H]1O)O)O)CO)NC(CCCCCCCCCCC1CCS(CC1)(=O)=O)=O)[C@@H](CCCCCCCCCCCCCC)O